ClC1=NC(=C2N=C(N(C2=N1)C)C1=CC=NC=C1)N1CCN(CC1)C(C)=O 1-(4-(2-chloro-9-methyl-8-(pyridin-4-yl)-9H-purin-6-yl)piperazin-1-yl)ethanone